NC1=C(C=2C(=NC=C(N2)C(F)F)N1C1=C(C(=CC=C1C)O)C)C(=O)N 6-amino-2-(difluoromethyl)-5-(3-hydroxy-2,6-dimethyl-phenyl)pyrrolo[2,3-b]pyrazine-7-carboxamide